[Nb].[Cs] Cesium-niobium